Cl.C(C)(C)(C)N1C(C2(CC1)CCNCC2)=O 2-Tert-butyl-2,8-diazaspiro[4.5]decan-1-one hydrochloride